2-(2,6-dimethylphenyl)-2-(hydroxyimino)-N-(2-methyl-1H-indol-1-yl)acetamide CC1=C(C(=CC=C1)C)C(C(=O)NN1C(=CC2=CC=CC=C12)C)=NO